O=C1[C@H](CSC2=C(N1CC1=CC=C(C=C1)OC(F)(F)F)C=C(C=C2)C=2OC(=NN2)CC(F)(F)F)NC(OC(C)(C)C)=O tert-butyl N-[(3R)-4-oxo-7-[5-(2,2,2-trifluoroethyl)-1,3,4-oxadiazol-2-yl]-5-[[4-(trifluoromethoxy)phenyl]methyl]-2,3-dihydro-1,5-benzothiazepin-3-yl]carbamate